beta-L-gulose O[C@@H]1[C@@H](O)[C@@H](O)[C@H](O)[C@@H](O1)CO